(4R)-1-(5-{[2-chloro-6-(trifluoromethyl)phenyl]methoxy}pyrimidin-2-yl)-4-(hydroxymethyl)imidazolidin-2-one ClC1=C(C(=CC=C1)C(F)(F)F)COC=1C=NC(=NC1)N1C(N[C@H](C1)CO)=O